3-hydroxy-2,2-diphenylpropanal OCC(C=O)(C1=CC=CC=C1)C1=CC=CC=C1